Methyl 9-(4-((1-(3-fluoropropyl)pyrrolidin-3-yl)methyl)phenyl)-6,7-dihydro-5H-benzo[7]annulene-3-carboxylate FCCCN1CC(CC1)CC1=CC=C(C=C1)C1=CCCCC2=C1C=CC(=C2)C(=O)OC